O/C(=C(/C(=O)OCC)\C1=C(OC(C2=CC(=CC=C12)C)=O)C1=NC=CC=C1)/C Ethyl (E)-3-hydroxy-2-(7-methyl-1-oxo-3-(pyridin-2-yl)-1H-isochromen-4-yl)but-2-enoate